4-[(E)-3-Oxo-3-[4-(2-oxo-1,3-oxazolidin-3-yl)phenyl]prop-1-enyl]benzoic acid O=C(/C=C/C1=CC=C(C(=O)O)C=C1)C1=CC=C(C=C1)N1C(OCC1)=O